ClC1=C(C=C2C(=CC=NC2=C1)N1C=NC=C1)C 7-chloro-4-(1H-imidazol-1-yl)-6-methylquinoline